[O-2].[Li+].[Fe+2].[Mn+2] manganese-iron-lithium-oxide